1-ethyl-5-methyl-6-(2,4,6-trifluorophenyl)-3,4-dihydropyridin-2(1H)-one C(C)N1C(CCC(=C1C1=C(C=C(C=C1F)F)F)C)=O